C(C)(C)C1C(CC(CC1)=O)=O 4-isopropyl-1,3-cyclohexanedione